Sodium 3-(((2,2-diheptyl-1,3-dioxolan-4-yl)methoxy)carbonyl)-2-hydroxypropane-1-sulfonate C(CCCCCC)C1(OCC(O1)COC(=O)CC(CS(=O)(=O)[O-])O)CCCCCCC.[Na+]